N-([1,1'-biphenyl]-4-yl)-2-(5-chloro-2-(cyclopropanesulfonamido)thiazol-4-yl)acetamide C1(=CC=C(C=C1)NC(CC=1N=C(SC1Cl)NS(=O)(=O)C1CC1)=O)C1=CC=CC=C1